NC1=C2N=CN(C2=NC(=N1)F)[C@H]1[C@@H]([C@@H]([C@H](O1)CC(=O)OC)O)O Methyl ((2R,3S,4R,5R)-5-(6-amino-2-fluoro-9H-purin-9-yl)-3,4-dihydroxytetrahydrofuran-2-yl)acetate